C(C)(C)(C)OC(=O)NCC(=O)N1[C@@H](CCC1)C(=O)N[C@@H](C(C)C)C(=O)O[C@@]1(C(OCC=2C(N3CC=4C(=NC=5C=CC=CC5C4CC)C3=CC21)=O)=O)CC (4S)-4,11-diethyl-3,14-dioxo-3,4,12,14-tetrahydro-1H-pyrano[3',4':6,7]indolizino[1,2-b]quinoline-4-yl N-(tert-butoxycarbonyl)glycyl-L-prolyl-L-valinate